5-chloro-2-methoxy-N-[(1s,4s)-4-{[6-chloro-2-(trifluoromethyl)quinolin-4-yl]amino}cyclohexyl]pyridine-4-carboxamide ClC=1C(=CC(=NC1)OC)C(=O)NC1CCC(CC1)NC1=CC(=NC2=CC=C(C=C12)Cl)C(F)(F)F